(R)-6-(2-(3-chlorophenyl)-2-hydroxyacetyl)-2-(1-(thiazol-5-yl)cyclopropyl)-5,6,7,8-tetrahydropyrido[4,3-d]pyrimidin-4(3H)-one ClC=1C=C(C=CC1)[C@H](C(=O)N1CC2=C(N=C(NC2=O)C2(CC2)C2=CN=CS2)CC1)O